S(C)(=O)(=O)O.N1C=C(C2=CC=CC=C12)C=1NC=C(N1)C(=O)C1=CC(=C(C(=C1)OC)OC)OC [2-(1H-indol-3-yl)-1H-imidazol-4-yl](3,4,5-trimethoxyphenyl)methanone mesylate salt